C1(CC1)C1=NC=NC(=C1C=1N=C(C2=C(N1)C=NC=C2)NCC2=CC=C(C=C2)C=2N(C=C(N2)C(F)(F)F)C(C)C)OC 2-(4-cyclopropyl-6-methoxypyrimidin-5-yl)-N-(4-(1-isopropyl-4-(trifluoromethyl)-1H-imidazol-2-yl)benzyl)pyrido[3,4-d]pyrimidin-4-amine